pyridin-6-yl-2-(pyrrolidin-3-yl)pyrimidine-5-carboxamide N1=CC=CC=C1C1=NC(=NC=C1C(=O)N)C1CNCC1